O1C(COCC1)CN1N=C(C(=C1)Cl)C(=O)NC1=NC=C(C=C1C)C#CC1=CC=CC=C1 1-((1,4-dioxan-2-yl)methyl)-4-chloro-N-(3-methyl-5-(phenylethynyl)pyridin-2-yl)-1H-pyrazole-3-carboxamide